FC1=C(C(=C(C=C1OC)OC)F)C1=CC2=C(N=C(N=C2)N[C@@H]2COCC[C@@H]2NC(C=C)=O)C(=N1)NCC1OCCC1 N-((3S,4S)-3-((6-(2,6-difluoro-3,5-di-methoxyphenyl)-8-(((tetrahydrofuran-2-yl)methyl)amino)pyrido[3,4-d]pyrimidin-2-yl)amino)tetrahydro-2H-pyran-4-yl)acrylamide